((R)-4-amino-7-fluoro-3-methyl-1,3-dihydrofuro[3,4-c]quinolin-8-yl)((2R,5S)-5-methyl-2-(2-methylbenzo[d]thiazol-6-yl)piperidin-1-yl)methanone NC1=NC=2C=C(C(=CC2C2=C1[C@H](OC2)C)C(=O)N2[C@H](CC[C@@H](C2)C)C2=CC1=C(N=C(S1)C)C=C2)F